C(C)(C)(C)OC(=O)N1C[C@@H]([C@H](CC1)CNC1=NC=2N(C(=C1)N(CC1=CC(=CC=C1)[N+](=O)[O-])C(=O)OC(C)(C)C)N=CC2C(C)C)OC (3R,4R)-4-(((7-((tert-butoxycarbonyl)(3-nitrobenzyl)amino)-3-isopropylpyrazolo[1,5-a]Pyrimidin-5-yl)amino)methyl)-3-methoxypiperidine-1-carboxylic acid tert-butyl ester